ClC1=C(C(=O)NC=2OC=NN2)C=CC(=C1SCCC)S(=O)(=O)C 2-chloro-4-(methylsulfonyl)-N-(1,3,4-oxadiazol-2-yl)-3-(propylthio)benzamide